C1(CC1)NC(=O)C1=NC=C(C=C1)O[C@@H]1[C@H](NC1)C N-cyclopropyl-5-{[(2r,3s)-2-methylazetidin-3-yl]oxy}pyridine-2-carboxamide